N(=[N+]=[N-])CCC[N+]1=CC=C(C2=CC=CC=C12)C 1-(3-azidopropyl)-4-methylquinolinium